C(C)(C)N1N=NC2=C1C=CC(=C2)C2=CC=C(C=C2)C2=CC(=C(C=C2)NC(C)C)C#N 4'-(1-isopropyl-1H-benzo[d][1,2,3]triazol-5-yl)-4-(isopropylamino)-[1,1'-biphenyl]-3-carbonitrile